Benzyl (R)-2-(2-bromo-5-chlorophenyl)-3,6-dihydropyridine-1(2H)-carboxylate BrC1=C(C=C(C=C1)Cl)[C@@H]1N(CC=CC1)C(=O)OCC1=CC=CC=C1